ClC1=CC2=C(S1)C1(CC(NC(C1)C)C1CC1)OCC2O (2S,6S)-2-chloro-2'-cyclopropyl-6'-methyl-spiro[4,5-dihydrothieno[2,3-c]pyran-7,4'-piperidin]-4-ol